[C@H]12CN(C[C@H](CC1)N2)C2=CC(=NC1=C(C(=NC=C21)C2=CC(=CC1=CC=CC(=C21)C#C)O)F)C#CC21CCCN1CC(C2)F 4-(4-((1R,5S)-3,8-diazabicyclo[3.2.1]octan-3-yl)-8-fluoro-2-((2-fluorotetrahydro-1H-pyrrolizin-7a(5H)-yl)ethynyl)-1,6-naphthyridin-7-yl)-5-ethynylnaphthalen-2-ol